CC1=CC(=C(C=C1)NC1=C(C(=O)N)C=CC=N1)N(S(=O)(=O)C1CC1)C (4-methyl-2-(N-methyl-cyclopropylsulfonamido)phenyl-amino)nicotinamide